(5-bromo-2-methyl-4-phenoxyphenyl)-6-methoxy-7-((1-methylpiperidin-4-yl)methoxy)quinazolin-4-amine BrC=1C(=CC(=C(C1)C1=NC2=CC(=C(C=C2C(=N1)N)OC)OCC1CCN(CC1)C)C)OC1=CC=CC=C1